2-methyl-N-[(1S,2S,3S,5R)-2,6,6-trimethylnorpinan-3-yl]-4H-pyrrolo[3,2-d]thiazole-5-carboxamide CC=1SC2=C(N1)C=C(N2)C(=O)N[C@@H]2[C@H]([C@H]1C([C@@H](C2)C1)(C)C)C